C(C)(=O)OC=CC(=CCCCC#CC#CCCC)OC(C)=O TETRADECADIENE-8,10-diyne-1,3-diol diacetate